(1R,4S,6R)-2-[3-[4-[3-[3-amino-6-(2-hydroxyphenyl)pyridazin-4-yl]-3,8-diazabicyclo[3.2.1]octan-8-yl]-2-pyridyl]prop-2-ynyl]-2-azabicyclo[2.2.1]heptan-6-ol NC=1N=NC(=CC1N1CC2CCC(C1)N2C2=CC(=NC=C2)C#CCN2[C@H]1[C@@H](C[C@@H](C2)C1)O)C1=C(C=CC=C1)O